(3S)-3-{5-[3-(dimethoxymethyl)cyclobutyl]-7-fluoro-1-oxo-3H-isoindol-2-yl}piperidine-2,6-dione COC(C1CC(C1)C=1C=C2CN(C(C2=C(C1)F)=O)[C@@H]1C(NC(CC1)=O)=O)OC